C(C1=CC=CC=C1)N1C(N(N=C1C)C1=CC=C(C=C1)S(=O)(=O)N1CCNCC1)=O 4-benzyl-5-methyl-2-(4-(piperazin-1-ylsulfonyl)phenyl)-2,4-dihydro-3H-1,2,4-triazol-3-one